ClC1=C(C=C(C(=C1)[N+](=O)[O-])F)OCC1=CC(=C(C=C1)F)F 1-chloro-2-((3,4-difluorobenzyl)oxy)-4-fluoro-5-nitrobenzene